FC(C(=O)O)(F)F.NC=1NC(=NN1)N1CCC(CC1)N1C[C@@H](OC[C@@H]1CC1=CC=C(C=C1)Cl)CC#N 2-((2S,5S)-4-(1-(5-amino-4H-1,2,4-triazol-3-yl)piperidin-4-yl)-5-(4-chlorobenzyl)-morpholin-2-yl)acetonitrile 2,2,2-trifluoroacetate